N,N-dimethylacridinium nitrate [N+](=O)([O-])[O-].C[N+]1(C=2C=CC=CC2CC2=CC=CC=C12)C